5-Amino-3-[4-(1-[[3-(2,2-dimethylpropyl)-1,2-oxazol-5-yl]carbamoyl]ethyl)phenyl]-1-(1-methoxy-2-methylpropan-2-yl)pyrazole-4-carboxamide NC1=C(C(=NN1C(COC)(C)C)C1=CC=C(C=C1)C(C)C(NC1=CC(=NO1)CC(C)(C)C)=O)C(=O)N